2-nitro-4,5-bis(2-chloroethoxy)benzonitrile [N+](=O)([O-])C1=C(C#N)C=C(C(=C1)OCCCl)OCCCl